BrC1=CC(=C(C(=O)/N=C/N(C)C)C(=C1)C)C 4-bromo-N-[(1E)-(dimethylamino)methylidene]-2,6-dimethylbenzamide